FC1=CC=C(CN(CC=2C=3N(C=CN2)C(=NN3)C)CC=3OC=CC3)C=C1 N-(4-fluorobenzyl)-1-(furan-2-yl)-N-((3-methyl-[1,2,4]triazolo[4,3-a]pyrazin-8-yl)methyl)methylamine